NCCCCCC(=O)OC(CCCCCN)=O (6-aminohexanoyl)oxide